C(C)(C)(C)OC(=O)N1CC2=C(C=C(C=C2CC1)CC)O 6-ethyl-8-hydroxy-3,4-dihydroisoquinoline-2(1H)-carboxylic acid tert-butyl ester